(2R,3S,5R)-5-(6-amino-2-fluoro-9H-purin-9-yl)-2-((((S)-(((S)-1-(dodecyloxy)-1-oxo-3-phenylpropan-2-yl)amino)(phenoxy)phosphoryl)oxy)methyl)-2-ethynyltetrahydrofuran-3-yl icosanoate C(CCCCCCCCCCCCCCCCCCC)(=O)O[C@@H]1[C@@](O[C@H](C1)N1C2=NC(=NC(=C2N=C1)N)F)(C#C)CO[P@](=O)(OC1=CC=CC=C1)N[C@H](C(=O)OCCCCCCCCCCCC)CC1=CC=CC=C1